4-((1-(tert-butyl)-3-(3-(5-(tert-butyl)pyridazin-3-yl)cyclopentyl)-1H-pyrazol-5-yl)amino)-3-fluorobenzenesulfonamide C(C)(C)(C)N1N=C(C=C1NC1=C(C=C(C=C1)S(=O)(=O)N)F)C1CC(CC1)C=1N=NC=C(C1)C(C)(C)C